((2S,5R)-5-Aminotetrahydro-2H-pyran-2-yl)methyl 4-methylbenzenesulfonate hydrochloride Cl.CC1=CC=C(C=C1)S(=O)(=O)OC[C@H]1OC[C@@H](CC1)N